C1(=CC=C(C=C1)C1=CC=2N(C=C1)N=C(N2)C(=O)O)C2=CC=CC=C2 7-([1,1'-biphenyl]-4-yl)-[1,2,4]triazolo[1,5-a]pyridine-2-carboxylic acid